(R)-2,5-dichloro-7-(2-fluoro-3-((1-(4-methoxy-2-methylpyrimidin-5-yl)-5-methyl-4-nitro-1H-pyrazol-3-yl)oxy)propyl)-7H-pyrrolo[2,3-d]pyrimidine ClC=1N=CC2=C(N1)N(C=C2Cl)C[C@H](COC2=NN(C(=C2[N+](=O)[O-])C)C=2C(=NC(=NC2)C)OC)F